2-(3-bromo-5-(trifluoromethyl)benzylidene)-5,6-dihydroxy-2,3-dihydro-1H-indene-1-one BrC=1C=C(C=C2C(C3=CC(=C(C=C3C2)O)O)=O)C=C(C1)C(F)(F)F